Ethyl 2-(1-ethoxyvinyl)-4-phenoxypyrimidine-5-carboxylate C(C)OC(=C)C1=NC=C(C(=N1)OC1=CC=CC=C1)C(=O)OCC